Ethyl (4-chloro-2-cyanophenyl)carbamate ClC1=CC(=C(C=C1)NC(OCC)=O)C#N